N1N=NC(C(C1=O)=O)=O triazintrione